pyrrolidine-3,4-diol hydrochloride Cl.N1CC(C(C1)O)O